S1C2=C(C=C1)C=C(C=C2)CNC(=O)[C@H]2NCCN(C2)C=2C1=C(N=CN2)SC(=C1)C1=CC=C(C=C1)C (S)-N-(benzo[b]thiophen-5-ylmethyl)-4-(6-(p-tolyl)thieno[2,3-d]pyrimidin-4-yl)piperazine-2-carboxamide